L-3-methoxyphenylmagnesium bromide COC=1C=C(C=CC1)[Mg]Br